(1,1,3,3-Tetramethyldisiloxane-1,3-diyl)bis(methylene) diacetate C(C)(=O)OC[Si](O[Si](C)(C)COC(C)=O)(C)C